CNC(=O)C1NCC1 N-methylazetidine-2-carboxamide